O[C@@H]1[C@H](NCCC1)CCCN1C(=NC2=C1C=CC=C2)O 1-(3-((2R,3S)-3-hydroxypiperidin-2-yl)propyl)-1H-benzo[d]imidazol-2-ol